C(C)(C)(C)OC(=O)N1C[C@H](C([C@H](C1)CCCOS(=O)(=O)C1=CC=C(C)C=C1)(F)F)C (3r,5s)-4,4-difluoro-3-methyl-5-[3-(p-toluenesulfonyloxy)propyl]piperidine-1-carboxylic acid tert-butyl ester